(2-((2-amino-4-cyanophenyl)amino)ethyl)acetamide ethyl-2-(2-(2,2-difluorocyclopropyl)-7-isopropyl-4-oxopyrazolo[1,5-d][1,2,4]triazin-5(4H)-yl)acetate C(C)OC(CN1N=C(N2C(C1=O)=CC(=N2)C2C(C2)(F)F)C(C)C)=O.NC2=C(C=CC(=C2)C#N)NCCCC(=O)N